2-((1-hydroxy-1,3-dihydrobenzo[c][1,2]oxaborole-5-yl)amino)-4-(pent-3-ylamino)pyrimidine-5-carbonitrile OB1OCC2=C1C=CC(=C2)NC2=NC=C(C(=N2)NC(CC)CC)C#N